NC1=C2C(=NC=N1)N(N=C2C2=CC=C(C=C2)OC2=CC=CC=C2)C2CCN(CC2)CC2CCN(CC2)C2CCN(CC2)C(=O)OC(C)(C)C tert-butyl 4-((4-(4-amino-3-(4-phenoxyphenyl)-1H-pyrazolo[3,4-d]pyrimidin-1-yl)piperidin-1-yl)methyl)-[1,4'-bipiperidine]-1'-carboxylate